5-Methoxy-6-(2,2,2-trifluoro-ethoxy)-pyrimidin COC=1C=NC=NC1OCC(F)(F)F